CN(C=1C=C2CCCC(C2=CC1)=O)C 6-(dimethylamino)-3,4-dihydronaphthalen-1(2H)-one